C(=O)(O)N(C(=O)O)C(C(C)O)S(=O)(=O)[O-].[Na+] sodium N,N-dicarboxylamino-2-hydroxypropanesulfonate